1,4-dioxo-1,4-dihydronaphthalene-2-yl thiophene-2-carboxylate S1C(=CC=C1)C(=O)OC=1C(C2=CC=CC=C2C(C1)=O)=O